N1(CCN(CCCN(CCN(CCC1)CC(=O)N)CC(=O)N)CC(=O)N)CC(=O)N 2,2',2'',2'''-(1,4,8,11-tetraazacyclotetradecane-1,4,8,11-tetrayl)tetraacetamide